BrC1=CC=C(OC2=CC(=C(C=C2C2=CN(C=3C(NC=CC32)=O)C)N3C(CCC3=O)=O)C)C=C1 1-(4-(4-bromophenoxy)-2-methyl-5-(1-methyl-7-oxo-6,7-dihydro-1H-pyrrolo[2,3-c]pyridin-3-yl)phenyl)pyrrolidine-2,5-dione